The molecule is a complex cob(III)alamin in which cobalt is positioned in the centre of a planar corrin tetrapyrrole ring and bound axially to a 5,6-dimethylbenzimidazole moiety and a cyano group. It is one of several forms of the vitamin known as vitamin B12. It has a role as a vitamin. It is an alkylcob(III)alamin and a member of cob(III)alamins. CC1=CC2=C(C=C1C)N(C=N2)[C@@H]3[C@@H]([C@@H]([C@H](O3)CO)OP(=O)([O-])O[C@H](C)CNC(=O)CC[C@@]\\4([C@H]([C@@H]5[C@]6([C@@]([C@@H](C(=N6)/C(=C\\7/[C@@]([C@@H](C(=N7)/C=C\\8/C([C@@H](C(=N8)/C(=C4\\[N-]5)/C)CCC(=O)N)(C)C)CCC(=O)N)(C)CC(=O)N)/C)CCC(=O)N)(C)CC(=O)N)C)CC(=O)N)C)O.[C-]#N.[Co]